OB1OCCC2=C1C=C(C=C2)C(=O)N(CC(=O)O)CCNC(=O)C=2C=CC1=C(B(OCC1)O)C2 N-(1-hydroxy-3,4-dihydro-1H-benzo[c][1,2]oxaborinine-7-carbonyl)-N-(2-(1-hydroxy-3,4-dihydro-1H-benzo[c][1,2]oxaborinine-7-carboxamido)ethyl)glycine